1-(((5s,7s)-3-(3,4-dimethylisoxazol-5-yl)-2-oxo-1-oxa-3-azaspiro[4.5]decan-7-yl)methyl)-1H-benzo[d]imidazole-6-carbonitrile CC1=NOC(=C1C)N1C(O[C@]2(C1)C[C@H](CCC2)CN2C=NC1=C2C=C(C=C1)C#N)=O